N1=C(C=CC=C1)O[C@@H]1CC[C@H](CC1)C1=NN=C2N1C1=C(CC(C2)O)C=C(C=C1)C(F)(F)F 1-[trans-4-(pyridin-2-yloxy)cyclohexyl]-8-(trifluoromethyl)-5,6-dihydro-4H-[1,2,4]triazolo[4,3-a][1]benzazepin-5-ol